3-(4-fluorophenoxymethyl)-2-[(4-methoxyphenyl)methyl]-4-methyl-2-azabicyclo[3.1.1]heptane FC1=CC=C(OCC2N(C3CC(C2C)C3)CC3=CC=C(C=C3)OC)C=C1